C(C)OC(=O)C=1C=NN2C1N=C(C=C2)N2[C@H](CCC2)C2=C(C=CC(=C2)F)O (R)-5-(2-(5-fluoro-2-hydroxyphenyl)pyrrolidin-1-yl)pyrazolo[1,5-a]pyrimidine-3-carboxylic acid ethyl ester